1-(dibenzo[b,d]furan-4-yl)isoquinolinate C1=CC=C(C=2OC3=C(C21)C=CC=C3)C3(NC=CC2=CC=CC=C32)C(=O)[O-]